N-(3',4'-dimethoxy-2-(2-trityl-2H-tetrazol-5-yl)-[1,1'-biphenyl]-4-yl)-4-Methylpiperidine-1-sulfonamide COC=1C=C(C=CC1OC)C1=C(C=C(C=C1)NS(=O)(=O)N1CCC(CC1)C)C=1N=NN(N1)C(C1=CC=CC=C1)(C1=CC=CC=C1)C1=CC=CC=C1